C(=O)O.N[C@H](CC1=C(C=2N=C(N=C(C2S1)NCC=1SC=CC1)C#N)Br)C 6-[(2S)-2-aminopropyl]-7-bromo-4-{[(thiophen-2-yl)methyl]amino}thieno[3,2-d]pyrimidine-2-carbonitrile formate salt